FC=1C=C(CC=2C=NN(C2)C(=O)N[C@@H]2C(N(C3=C(OC2)C=CC(=C3)OC(C(=O)N3CCC(CC3)(C)O)(C)C)C)=O)C=CC1 (S)-4-(3-fluorobenzyl)-N-(7-((1-(4-hydroxy-4-methylpiperidin-1-yl)-2-methyl-1-oxopropan-2-yl)oxy)-5-methyl-4-oxo-2,3,4,5-tetrahydrobenzo[b][1,4]oxazepin-3-yl)-1H-pyrazole-1-carboxamide